benzyl 2,2-dimethyl-4-oxo-3,8,11-trioxa-5-azatridecane-13-carboxylate CC(C)(OC(NCCOCCOCCC(=O)OCC1=CC=CC=C1)=O)C